C(C1=CC=CC=C1)OCC(C(C(C(CCC(C(CC(C(C)C)O[Si](C)(C)C(C)(C)C)OC)C)O)C)OC)C 1-(benzyloxy)-11-((tert-butyldimethylsilyl)oxy)-3,9-dimethoxy-2,4,8,12-tetramethyltridecan-5-ol